2-cyclopropyl-N-(4-(2-((1-methyl-1H-pyrazol-4-yl)amino)pyrimidin-4-yl)-1H-indazol-7-yl)acetamide C1(CC1)CC(=O)NC=1C=CC(=C2C=NNC12)C1=NC(=NC=C1)NC=1C=NN(C1)C